BrC=1C=C2CCN(C(C2=CC1)C)C(C)=O 1-(6-bromo-1-methyl-3,4-dihydro-1H-isoquinolin-2-yl)ethanone